FC(CN1[C@@H](C=2NC3=CC=CC=C3C2C[C@H]1C)C=1C=NC(=CC1)F)(C)C (1R,3R)-2-(2-fluoro-2-methylpropyl)-1-(6-fluoropyridin-3-yl)-3-methyl-2,3,4,9-tetrahydro-1H-pyrido[3,4-b]indole